C(#N)CC=1C=C(C=CC1N1CCC(CC1)O)NC=1N=CC2=C(N1)CN(CC2)C(=O)OC(C)(C)C tert-butyl 2-{[3-(cyanomethyl)-4-(4-hydroxypiperidin-1-yl)phenyl]amino}-5H,6H,7H,8H-pyrido[3,4-d]pyrimidine-7-carboxylate